C1(=C(C=C(C(C1([2H])[2H])[2H])[2H])[2H])C1=C(C(=C(C(=C1)[2H])C1=C(C(=C(C(=C1[2H])[2H])[2H])[2H])[2H])[2H])[2H] 1,1':4',1''-terphenyl-2,4,5,6,2',3',5',6,2'',3'',4'',5'',6''-d13